1-(3-trifluoromethyl-2-fluorophenyl)ethanamine FC(C=1C(=C(C=CC1)C(C)N)F)(F)F